FC=1C(=C2C(C(=CN(C2=NC1F)C=1SC=CN1)C(=O)[O-])=O)OC 6,7-difluoro-5-methoxy-4-oxo-1-(1,3-thiazol-2-yl)-1,4-dihydro-1,8-naphthyridine-3-carboxylate